N-(6-(5-fluoropyridin-3-yl)pyridazin-3-yl)-4-oxobutanamide FC=1C=C(C=NC1)C1=CC=C(N=N1)NC(CCC=O)=O